FC1=C(C=CC=C1C=1C=NN(C1)[C@H](CC)C1=CC=CC=C1)C1=CC=2N(C=C1)N=C(N2)N |r| racemic-7-(2-fluoro-3-(1-(1-phenylpropyl)-1H-pyrazol-4-yl)phenyl)-[1,2,4]triazolo[1,5-a]pyridin-2-amine